tert-butyl ((R)-1-(((R)-2-(benzyloxy)-1-((3aS,4S,6S,7aR)-3a,5,5-trimethylhexahydro-4,6-methanobenzo[d][1,3,2]dioxaborol-2-yl)ethyl)amino)-3-methoxy-1-oxopropan-2-yl)carbamate C(C1=CC=CC=C1)OC[C@@H](B1O[C@@]2([C@H](O1)C[C@H]1C([C@@H]2C1)(C)C)C)NC([C@@H](COC)NC(OC(C)(C)C)=O)=O